ClC1=C(NC2=NC=CC(=C21)CN2C(N(C(C2(C)C)=O)C2=CC=C(C=C2)C2(CC2)C(F)(F)F)=O)C 1-((3-chloro-2-methyl-1H-pyrrolo[2,3-b]pyridin-4-yl)methyl)-5,5-dimethyl-3-(4-(1-(trifluoromethyl)cyclopropyl)phenyl)imidazolidine-2,4-dione